C(C)OC1=NC=C(C(=C1)N1C(N(C2=C1C=CC(=C2)C(=O)NC2(CCS(CC2)(=O)=O)C)[C@@H](C)C(C)(C)O)=O)F (S)-1-(2-ethoxy-5-fluoropyridin-4-yl)-3-(3-hydroxy-3-methylbutan-2-yl)-N-(4-methyl-1,1-dioxidotetrahydro-2H-thiopyran-4-yl)-2-oxo-2,3-dihydro-1H-benzo[d]imidazole-5-carboxamide